CN(CCCN1C=2C=CC(=CC2C=2C1=NC=1CCCCC1C2N)OC(C)C)C 6-(3-(dimethylamino)propyl)-9-isopropoxy-2,3,4,6-tetrahydro-1H-indolo[2,3-b]quinolin-11-amine